Tert-Butyl 3-[6-(1-cyanocyclobutyl)-3-pyridyl]azetidine-1-carboxylate C(#N)C1(CCC1)C1=CC=C(C=N1)C1CN(C1)C(=O)OC(C)(C)C